2-((2R,4S)-1-propenoyl-4-(4-amino-3-((4,6-difluoro-1,2-dimethyl-1H-benzo[d]imidazol-5-yl)ethynyl)-1H-pyrazolo[4,3-c]pyridin-1-yl)pyrrolidin-2-yl)acetonitrile formate salt C(=O)O.C(C=C)(=O)N1[C@H](C[C@@H](C1)N1N=C(C=2C(=NC=CC21)N)C#CC2=C(C1=C(N(C(=N1)C)C)C=C2F)F)CC#N